9,9',9''-(5-(4,6-Diphenyl-1,3,5-triazin-2-yl)benzene-1,2,3-triyl)tris(9H-carbazole) C1(=CC=CC=C1)C1=NC(=NC(=N1)C1=CC=CC=C1)C=1C=C(C(=C(C1)N1C2=CC=CC=C2C=2C=CC=CC12)N1C2=CC=CC=C2C=2C=CC=CC12)N1C2=CC=CC=C2C=2C=CC=CC12